2-(8-Phenyl-1,4-dioxaspiro[4.5]decan-8-yl)ethyl methanesulfonate CS(=O)(=O)OCCC1(CCC2(OCCO2)CC1)C1=CC=CC=C1